C(C)C=1C(NC=2C=C(C=NC2C1)CN1[C@H]([C@H](C1)OC=1C=CC(=NC1)C(=O)NC)C)=O 5-(((2S,3S)-1-((7-ethyl-6-oxo-5,6-dihydro-1,5-naphthyridin-3-yl)methyl)-2-methylazetidin-3-yl)oxy)-N-methylpicolinamide